Br[C@H]1[C@@H]([C@@H](CCC1(C)C)N1C(C2=CC=CC=C2C1=O)=O)O 2-((1R,2R,3R)-3-bromo-2-hydroxy-4,4-dimethylcyclohexyl)isoindoline-1,3-dione